The molecule is the gamma-D-glutamyl derivative of meso-diaminopimelic acid. Minimal ligand of NOD1. It is a tricarboxylic acid, a D-glutamic acid derivative and a D-alpha-amino acid. C(C[C@@H](C(=O)O)N)C[C@H](C(=O)O)NC(=O)CC[C@H](C(=O)O)N